3-(3-(3-((tert-butyldimethylsilyl)oxy)propoxy)-5-methyl-4-nitro-1H-pyrazol-1-yl)-2-(trifluoromethoxy)pyridine [Si](C)(C)(C(C)(C)C)OCCCOC1=NN(C(=C1[N+](=O)[O-])C)C=1C(=NC=CC1)OC(F)(F)F